2-(2-methylpyridin-4-yl)-1H-pyrrolo[3,2-c]pyridin-6-ylcarbamic acid 4-methoxycyclohexyl ester COC1CCC(CC1)OC(NC1=CC2=C(C=N1)C=C(N2)C2=CC(=NC=C2)C)=O